2-methyl-[1,1'-biphenyl]-4,4'-dicarboxylic acid CC1=C(C=CC(=C1)C(=O)O)C1=CC=C(C=C1)C(=O)O